rac-benzyl ((2R,3R,4R)-1-acetyl-2-(((tert-butyldimethylsilyl)oxy)methyl)-3-methyl-1,2,3,4-tetrahydroquinolin-4-yl)carbamate C(C)(=O)N1[C@H]([C@@H]([C@H](C2=CC=CC=C12)NC(OCC1=CC=CC=C1)=O)C)CO[Si](C)(C)C(C)(C)C |r|